N1(CCC1)C1=NC=C(C=N1)CN1N=CC(=C1)NC(OC(C)(C)C)=O tert-Butyl (1-((2-(azetidin-1-yl)pyrimidin-5-yl)methyl)-1H-pyrazol-4-yl)carbamate